CC1=NN(C(=C1C1=CN2C(S1)=C(C=N2)C(=O)NC=2C(=NC=C(C2)NC(CN2CC(C2)(C)C)=O)C)C)C2COC2 2-(3,5-dimethyl-1-(oxetan-3-yl)-1H-pyrazol-4-yl)-N-(5-(2-(3,3-dimethylazetidin-1-yl)acetamido)-2-methylpyridin-3-yl)pyrazolo[5,1-b]thiazole-7-carboxamide